5-oxa-2-azaspiro[3.5]nonan C1NCC12OCCCC2